ClC=1C=C(C(=O)NC2=C(C=CC(=C2)NC(=O)[C@@H]2C([C@H]2C2=CC(=CC(=C2)Cl)Cl)(Cl)Cl)Cl)C=C(C1)Cl |r| trans-rac-3,5-Dichloro-N-(2-chloro-5-(2,2-dichloro-3-(3,5-dichlorophenyl)cyclopropane-1-carboxamido)phenyl)benzamide